C(CCCCCCCCCCCCCCCCCCC)/C(/C(=O)O)=C/C(=O)O eicosanyl-maleic acid